O1C(=NC=C1)C=O Oxazol-2-carboxaldehyd